(2R,4S,5S)-5-cyclobutoxy-2-((S)-1-(4-fluorophenyl)-1,2,3,4-tetrahydroisoquinoline-2-carbonyl)tetrahydro-2H-pyran-4-yl methanesulfonate CS(=O)(=O)O[C@H]1C[C@@H](OC[C@@H]1OC1CCC1)C(=O)N1[C@H](C2=CC=CC=C2CC1)C1=CC=C(C=C1)F